C(CCC(=O)O)(=O)O.CC(C)CCC[C@@H](C)[C@H]1CC[C@H]2[C@@H]3CC=C4C[C@@H](O)CC[C@]4(C)[C@H]3CC[C@]12C mono-cholesterol succinate